C1(CC1)CN(C(OC(C)(C)C)=O)[C@H]1CN(CCC1)C1=CC(N(C=C1)C(C)N1C=NC(=C1)C=1C=NC=C(C1)N(C)C)=O tert-butyl (cyclopropylmethyl)((3R)-1-(1-(1-(4-(5-(dimethylamino)pyridin-3-yl)-1H-imidazol-1-yl)ethyl)-2-oxo-1,2-dihydropyridin-4-yl)piperidin-3-yl)carbamate